9-Ethyl-6,6-dimethyl-11-oxo-8-(3-piperidin-1-yl-azetidin-1-yl)-6,11-dihydro-5H-benzo[b]carbazole-3-carbonitrile C(C)C1=CC2=C(C(C=3NC4=CC(=CC=C4C3C2=O)C#N)(C)C)C=C1N1CC(C1)N1CCCCC1